6-Fluoro-4-(4-fluorophenyl)-N-((1-isopropylpiperidin-4-yl)methyl)-3,4-dihydroquinoxaline FC=1C=C2N(CCN(C2=CC1)CC1CCN(CC1)C(C)C)C1=CC=C(C=C1)F